1-methylimidazolo[1,5-a]quinoxalin-8-carboxylic acid CC1=NC=C2N1C1=CC(=CC=C1N=C2)C(=O)O